6-vinyl-3-methylimidazo[1,2-a]pyridine-8-carboxylic acid methyl ester COC(=O)C=1C=2N(C=C(C1)C=C)C(=CN2)C